S1C(=NC2=C1C=CC=C2)C2=CC=C(C=C2)NC2=CC=C(C=C2)C=2SC1=C(C2)C=CC=C1 (4-benzothiazol-2-yl-phenyl)-(4-benzothien-2-yl-phenyl)amine